(S)-tert-butyl 3-((R)-2-(2-(cyclobutylamino)-6-(piperidin-1-yl)isonicotinamido)-1-hydroxyethyl)-7-(methoxymethoxy)-3,4-dihydroisoquinoline-2(1H)-carboxylate C1(CCC1)NC=1C=C(C(=O)NC[C@@H](O)[C@H]2N(CC3=CC(=CC=C3C2)OCOC)C(=O)OC(C)(C)C)C=C(N1)N1CCCCC1